C(C)(C)(C)N1N=NC(=C1)C(=O)N(C(OC(C)(C)C)=O)CC1=C(C=C(C=C1)B1OC(C(O1)(C)C)(C)C)C tert-butyl (1-(tert-butyl)-1H-1,2,3-triazole-4-carbonyl)(2-methyl-4-(4,4,5,5-tetramethyl-1,3,2-dioxaborolan-2-yl)benzyl)carbamate